[Si](C)(C)(C(C)(C)C)O[C@H]1C[C@@H](OC1)CNC=1C=NN(C1)C anti-N-[[(2R,4S)-4-[tert-butyl(dimethyl)silyl]oxytetrahydrofuran-2-yl]methyl]-1-methyl-pyrazol-4-amine